2-methoxy-4-(3-oxooct-4-enyl)phenolate COC1=C(C=CC(=C1)CCC(C=CCCC)=O)[O-]